BrC1=CC=CC=2N(C(NC21)=O)[C@H]2CC[C@H](CC2)C(=O)NC2=CC(=C(C=C2)OC)C (cis)-4-(4-bromo-2-oxo-2,3-dihydro-1H-1,3-benzodiazol-1-yl)-N-(4-methoxy-3-methylphenyl)cyclohexane-1-carboxamide